methylsulfonylbenzoyl-4-methylphenylsulfonyl-diazomethane CS(=O)(=O)C1=C(C=CC(=C1)C)S(=O)(=O)C(=[N+]=[N-])C(C1=CC=CC=C1)=O